1,2-octane-diol C(C(CCCCCC)O)O